3,4-difluoro-1,2,5-thiadiazoline FC1=NSNC1F